N-(5-(4-(4,5-difluoro-2-(2-hydroxybutan-2-yl)phenylamino)-1,3,5-triazin-2-ylamino)-2-((S)-2-((dimethylamino)methyl)pyrrolidin-1-yl)-4-methoxyphenyl)acrylamide FC1=CC(=C(C=C1F)NC1=NC(=NC=N1)NC=1C(=CC(=C(C1)NC(C=C)=O)N1[C@@H](CCC1)CN(C)C)OC)C(C)(CC)O